C(C)(C)(C)[SH2+]=O tert-butyl-sulfoxonium